4-(6-(4-((4-(dimethylamino)piperidin-1-yl)methyl)phenyl)-1-methyl-1H-benzo[d]imidazol-2-yl)benzonitrile CN(C1CCN(CC1)CC1=CC=C(C=C1)C=1C=CC2=C(N(C(=N2)C2=CC=C(C#N)C=C2)C)C1)C